C(C1=CC=CC=C1)OC1=C2C=C(N(C2=CC(=C1)F)C1=CC(=C(C=C1)F)F)C1CCOCC1 4-benzyloxy-1-(3,4-difluorophenyl)-6-fluoro-2-tetrahydropyran-4-ylindole